3-(3-Chloro-4-fluorophenyl)-1-((5-cyclopentyl-4-methyl-4H-1,2,4-triazol-3-yl)methyl)-1-(4-methoxyphenyl)urea ClC=1C=C(C=CC1F)NC(N(C1=CC=C(C=C1)OC)CC1=NN=C(N1C)C1CCCC1)=O